C(CCC)C=1C(=C(C(=O)O)C=CC1C(=O)O)CCCC.C(C1=CC=C(C(=O)OCCCC)C=C1)(=O)OCCCC dibutyl terephthalate (r-dibutyl terephthalate)